[Li].C(=O)(OC(C)(C)C)NC(C(=O)O)C1CCCCCCC1 2-(Boc-amino)-2-(cyclooctyl)acetic acid lithium